1,3,5-trioxacyclohexane O1COCOC1